FS(C1=CC=C(C=C1)CC(=O)N1CCN(CC1)C=1C=CC=2N(N1)C=NN2)(F)(F)(F)F 2-[4-(pentafluoro-λ6-sulfanyl)phenyl]-1-(4-{[1,2,4]triazolo[4,3-b]pyridazin-6-yl}piperazin-1-yl)ethan-1-one